1-(5-(1-cyclopropyl-5,6-difluoro-1H-benzo[d]imidazol-2-yl)pyridazin-3-yl)-2,2,2-trifluoroethan-1-ol C1(CC1)N1C(=NC2=C1C=C(C(=C2)F)F)C=2C=C(N=NC2)C(C(F)(F)F)O